benzyl (1-(methoxy(methyl)amino)-1-oxopent-4-en-2-yl)carbamate CON(C(C(CC=C)NC(OCC1=CC=CC=C1)=O)=O)C